N=CCC(CCC[C@H](N)C(=O)O)N 6-(iminoethyl)lysine